(1-(4-(((2-hydroxyethyl)amino)methyl)phenyl)cyclopropyl)(pyrrolidin-1-yl)methanone OCCNCC1=CC=C(C=C1)C1(CC1)C(=O)N1CCCC1